C(C#C)OCCOCCOCCO triethylene glycol mono(2-propynyl) ether